Cl.N[C@@H]1C[C@H](CC1)NC1CC=2C=CC(=CC2CC1)N1C(N=C(C=C1)NC(=O)N1CCNCC1)=O N-(1-(6-(((1S,3S)-3-AMINOCYCLOPENTYL)AMINO)-5,6,7,8-Tetrahydronaphthalen-2-Yl)-2-Oxo-1,2-Dihydropyrimidin-4-Yl)Piperazine-1-Carboxamide Hydrochloride Salt